2-fluoro-3-(2-morpholinoethoxy)aniline Tert-butyl-(3-exo)-3-((7-methoxy-4-((5-methyl-1H-pyrazol-3-yl)amino)quinazolin-2-yl)(methyl)amino)-8-azabicyclo[3.2.1]octane-8-carboxylate C(C)(C)(C)OC(=O)N1C2CC(CC1CC2)N(C)C2=NC1=CC(=CC=C1C(=N2)NC2=NNC(=C2)C)OC.FC2=C(N)C=CC=C2OCCN2CCOCC2